5-(4-((2,4-dioxo-3-(2,2,2-trifluoroethyl)-1,2,3,4-tetrahydroquinazolin-7-yl)methyl)piperazin-1-yl)-N,6-dimethylpicolinamide O=C1NC2=CC(=CC=C2C(N1CC(F)(F)F)=O)CN1CCN(CC1)C=1C=CC(=NC1C)C(=O)NC